N1(CCCCC1)C(=O)N piperidinamide